9-[3'-(dibenzothiophen-4-yl)biphenyl-4-yl]naphtho[1',2':4,5]furo[2,3-b]pyrazine C1=CC=C(C=2SC3=C(C21)C=CC=C3)C=3C=C(C=CC3)C3=CC=C(C=C3)C3=CN=C2C(=N3)OC3=C2C=2C=CC=CC2C=C3